C(C)(C)(C)OC(=O)N1CCC2(CC1)COC=1C=CC(=C(C1C2)C(=O)O)I (tert-Butoxycarbonyl)-6-iodospiro[chromane-3,4'-piperidine]-5-carboxylic acid